N-[(1S,2S)-2-hydroxycyclohexyl]-6-methyl-5-[(trimethylsilyl)ethynyl]pyridine-3-carboxamide O[C@@H]1[C@H](CCCC1)NC(=O)C=1C=NC(=C(C1)C#C[Si](C)(C)C)C